O1CC[C@@H](C2=CC=CC=C12)NC(=O)C=1C=C(C=NC1)CN1C(NC(CC1=O)(CC)CC)=[NH2+] [1-[[5-[[(4S)-chroman-4-yl]carbamoyl]-3-pyridyl]methyl]-4,4-diethyl-6-oxo-hexahydropyrimidin-2-ylidene]ammonium